propan-2-yl-d7 (S)-6-diazo-2-((S)-2-methoxypropanamido)-5-oxohexanoate [N+](=[N-])=CC(CC[C@@H](C(=O)OC(C([2H])([2H])[2H])(C([2H])([2H])[2H])[2H])NC([C@H](C)OC)=O)=O